FC=1C=C(C=CC1OC1=NC=CC(=N1)C)C=1C(=NC(=NC1)NC=1C=NN(C1)C)C1=CC=C(C=C1)[N+](=O)[O-] 5-(3-fluoro-4-((4-methylpyrimidin-2-yl)oxy)phenyl)-N-(1-methyl-1H-pyrazol-4-yl)-4-(4-Nitrophenyl)pyrimidin-2-amine